(2-fluorophenyl)cyclopropan-1-amine FC1=C(C=CC=C1)C1(CC1)N